C1C(CC2=CC=CC=C12)N(C(=O)C1=NC(=CC(=C1)NC(OC(C)(C)C)=O)NC1=C(C=CC=C1)O)C Tert-butyl (2-((2,3-dihydro-1H-inden-2-yl)(methyl)carbamoyl)-6-((2-hydroxyphenyl)amino)-pyridin-4-yl)carbamate